1-(5'-chloro-2'-fluoro-[1,1'-biphenyl]-4-yl)-4-phenyl-1H-1,2,3-triazole ClC=1C=CC(=C(C1)C1=CC=C(C=C1)N1N=NC(=C1)C1=CC=CC=C1)F